(5-{5-[5-Fluoro-6-(2-methoxyethoxy)-1H-indazol-3-yl]-isoxazol-3-yl}-pyridin-2-yl)-[(R)-2-(1-hydroxy-1-methylethyl)-pyrrolidin-1-yl]-methanon FC=1C=C2C(=NNC2=CC1OCCOC)C1=CC(=NO1)C=1C=CC(=NC1)C(=O)N1[C@H](CCC1)C(C)(C)O